pyridone dioctyl-phthalate C(CCCCCCC)OC(C=1C(C(=O)OCCCCCCCC)=CC=CC1)=O.N1C(C=CC=C1)=O